N-{2-[3-chloro-6-(methoxymethyl)pyridin-2-yl]-5-(2,6-difluoro-4-methoxyphenyl)-1-methyl-3-oxo-2,3-dihydro-1H-pyrazol-4-yl}-4-(difluoromethoxy)benzamide ClC=1C(=NC(=CC1)COC)N1N(C(=C(C1=O)NC(C1=CC=C(C=C1)OC(F)F)=O)C1=C(C=C(C=C1F)OC)F)C